4-(trifluoromethylsulfonyl)phenol FC(S(=O)(=O)C1=CC=C(C=C1)O)(F)F